FC1=CC=CC=2N(C(=NC21)C2=CNSN2C)CC=2C=NC=CC2 4-[4-fluoro-1-(pyridin-3-ylmethyl)benzimidazol-2-yl]-5-methyl-1,2,5-thiadiazole